FC1=C(C=CC=C1OC)C1=CC(=NC2=C(N=CC=C12)C1=CC=NN1)N1CCOCC1 4-(2-fluoro-3-methoxyphenyl)-2-(morpholin-4-yl)-8-(1H-pyrazol-5-yl)-1,7-naphthyridine